3-methyl-[1,2,4]triazolo[4,3-a]pyridine-7-carbonitrile CC1=NN=C2N1C=CC(=C2)C#N